6-methyl-5-(trifluoromethyl)pyridin-3-amine CC1=C(C=C(C=N1)N)C(F)(F)F